3-Methoxybenzoylformic acid methyl ester COC(=O)C(C1=CC(=CC=C1)OC)=O